BrC1=CC=C(C2=N[Se]N=C21)Br 4,7-dibromobenzo[c][1,2,5]selenadiazole